(S)-tert-butyl 37-(2-(2-aminoacetamido) acetamido)-31,38-dioxo-2,5,8,11,14,17,20,23,26,29-decaoxa-32,39-diazatritetracontan-43-oate NCC(=O)NCC(=O)N[C@@H](CCCCNC(COCCOCCOCCOCCOCCOCCOCCOCCOCCOC)=O)C(NCCCC(=O)OC(C)(C)C)=O